FC=1C=C(C=C2CCN(CC12)C[C@@]12OC[C@@H](N(C1)C(=O)OC(C)(C)C)C2)C(=O)OC tert-butyl (1R,4S)-1-[(8-fluoro-6-methoxycarbonyl-3,4-dihydro-1H-isoquinolin-2-yl)methyl]-2-oxa-5-azabicyclo[2.2.1]heptane-5-carboxylate